4-FORMYLBENZAMIDE C(=O)C1=CC=C(C(=O)N)C=C1